tertbutyl (3R,5R)-4-acetyl-3-(2-bromo-6-chloropyridin-4-yl)-5-methylpiperazine-1-carboxylate C(C)(=O)N1[C@@H](CN(C[C@H]1C)C(=O)OC(C)(C)C)C1=CC(=NC(=C1)Cl)Br